methyl-4-(1-(5-propylpyrimidin-2-yl)piperidin-4-yl)-1,4-dihydroquinoxaline-2,3-dione CN1C(C(N(C2=CC=CC=C12)C1CCN(CC1)C1=NC=C(C=N1)CCC)=O)=O